C1(CC1)C1=NN(C=N1)C1CC2(CN(C2)C(=O)N2CC(C2)OCC2=C(C=C(C=C2)F)C(F)(F)F)C1 (6-(3-cyclopropyl-1H-1,2,4-triazol-1-yl)-2-azaspiro[3.3]heptan-2-yl)(3-((4-fluoro-2-(trifluoromethyl)benzyl)oxy)azetidin-1-yl)methanone